CC=1C=C2C(=C(NC2=C(C1)C)C1=CC(=CC=C1)[N+](=O)[O-])C=O 5,7-DIMETHYL-2-(3-NITROPHENYL)-1H-INDOLE-3-CARBOXALDEHYDE